2-methyl-4-(4-hydroxyphenyl)butan-2-ol CC(C)(CCC1=CC=C(C=C1)O)O